2-[[4-[2,3-difluoro-4-(4,4,5,5-tetramethyl-1,3,2-dioxaborolan-2-yl)phenyl]-5-tetrahydropyran-4-yl-pyrazol-1-yl]methoxy]ethyl-trimethyl-silane FC1=C(C=CC(=C1F)B1OC(C(O1)(C)C)(C)C)C=1C=NN(C1C1CCOCC1)COCC[Si](C)(C)C